CN(C)CCCN1N=NC(=C1)CS(=O)C1=CC=C(C=C1)OC 1-[3-(N,N-dimethylamino)propyl]-4-[(4-methoxyphenyl)sulfinylmethyl]-1H-1,2,3-triazole